O1C(CCCC1)O[C@@H](C)C=1N(C=CN1)CC1=NOC(=C1)C1=CC=C(C=C1)C#CC=1C=CC(=NC1)CC(=O)N 2-(5-((4-(3-((2-((1S)-1-((tetrahydro-2H-pyran-2-yl)oxy)ethyl)-1H-imidazole-1-yl)methyl)isoxazol-5-yl)phenyl)ethynyl)pyridin-2-yl)acetamide